2,4-Bis[(3,5-dimethyl-4-hydroxyphenyl)methyl]-6-cyclohexylphenol CC=1C=C(C=C(C1O)C)CC1=C(C(=CC(=C1)CC1=CC(=C(C(=C1)C)O)C)C1CCCCC1)O